8-hydroxyguanosine OC=1N([C@H]2[C@H](O)[C@H](O)[C@@H](CO)O2)C=2N=C(NC(C2N1)=O)N